4-(4-(tert-butoxycarbonyl)piperazin-1-yl)-3-((phenylmethyl)sulfonamido)benzoic acid C(C)(C)(C)OC(=O)N1CCN(CC1)C1=C(C=C(C(=O)O)C=C1)NS(=O)(=O)CC1=CC=CC=C1